5-methyl-3-(trifluoromethyl)pyrazol CC1=CC(=NN1)C(F)(F)F